1-tert-butyl-N-[2-[[4-(6-fluoro-2-pyridyl)thiazol-2-yl]amino]-2-oxo-ethyl]pyrrole-3-carboxamide C(C)(C)(C)N1C=C(C=C1)C(=O)NCC(=O)NC=1SC=C(N1)C1=NC(=CC=C1)F